(1R,2S,5S)-N-[cyano-(6-fluoro-4-isoquinolyl)methyl]-3-[(2S)-3,3-dimethyl-2-[(2,2,2-trifluoroacetyl)amino]butanoyl]-6,6-dimethyl-3-azabicyclo[3.1.0]hexane-2-carboxamide C(#N)C(NC(=O)[C@@H]1[C@H]2C([C@H]2CN1C([C@H](C(C)(C)C)NC(C(F)(F)F)=O)=O)(C)C)C1=CN=CC2=CC=C(C=C12)F